(Z)-3-bromo-6-((dimethylamino)methylene)-6,7-dihydro-5H-cyclopenta[b]pyridin-5-one BrC=1C=C2C(=NC1)C/C(/C2=O)=C/N(C)C